(N,N-diethyl)aminopropylmethyldimethoxysilane C(C)N(CC)CCC[Si](OC)(OC)C